2-((tert-butyldimethylsilyloxy)ethoxy)ethanol tert-butyl-(4aR,7aR)-3,4,4a,5,7,7a-hexahydro-2H-pyrrolo[3,4-b][1,4]oxazine-6-carboxylate C(C)(C)(C)C1CN[C@H]2[C@H](O1)CN(C2)C(=O)OCCOCCO[Si](C)(C)C(C)(C)C